2-acetyl-7-trifluoromethoxy-1'-methyl-2H-spiro[benzo[d]isothiazole-3,3'-pyrrolidine]-2',5'-dione 1,1-dioxide C(C)(=O)N1S(C2=C(C=CC=C2OC(F)(F)F)C12C(N(C(C2)=O)C)=O)(=O)=O